ClC1=CC(=C(C=N1)/C=C/C(=O)OCC)NC1CCCC1 Ethyl (E)-3-(6-chloro-4-(cyclopentylamino)pyridin-3-yl)acrylate